ClC=1N=CC2=C(N1)C1=C(O2)C=CC=C1 2-chlorobenzofuro[3,2-d]pyrimidine